C1=CC=CC2=CC=CC=C12.[N].[B] boron nitrogen naphthalene